3-(2-oxo-5-(piperazin-1-yl)-2,3-dihydro-1H-benzo[d]imidazol-1-yl)piperidine-2,6-dione O=C1NC2=C(N1C1C(NC(CC1)=O)=O)C=CC(=C2)N2CCNCC2